C(C)C=1C(=C2C(=NC1C(F)(F)F)CCC2)NC(=O)N=S(=O)(N)C2=NNC=C2F N'-((3-ethyl-2-(trifluoromethyl)-6,7-dihydro-5H-cyclopenta[b]pyridin-4-yl)carbamoyl)-4-fluoro-1H-pyrazole-3-sulfonimidamide